C(=C)C1=C(CCN(C1)C(=O)OC(C)(C)C)C(=O)OCC 1-(tert-butyl) 4-ethyl 5-vinyl-3,6-dihydropyridine-1,4(2H)-dicarboxylate